1-(2,6-difluorobenzyl)-3-ethyl-1H-pyrazolo[4,3-c]pyridine 5-oxide FC1=C(CN2N=C(C=3C=[N+](C=CC32)[O-])CC)C(=CC=C1)F